NC1=C(C=C(C=N1)NC(C(=O)N1[C@H](CC[C@@H](C1)C)C=1C=C2C=CN=C(C2=CC1)O)=O)C |o1:12,15| Rel-N-(6-amino-5-methyl-3-pyridyl)-2-[(2R,5S)-2-(1-hydroxy-6-Isoquinolyl)-5-methyl-1-piperidyl]-2-oxo-acetamide